C1=CC=C(C=2OC3=C(C21)C=CC=C3)C=3C(=CC=2C(C1=CC=CC=C1C2C3)(C3=CC=CC=C3)C3=CC=CC=C3)N 3-(dibenzo[b,d]furan-4-yl)-9,9-diphenyl-9H-fluoren-2-amine